CN(C(=O)\N=N\C(=O)NC)C (E)-N1,N1,N2-trimethyldiazene-1,2-dicarboxamide